BrC1=C2C=CC(NC2=C(C=C1)C(F)(F)F)=O 5-bromo-8-(trifluoromethyl)quinolone